3-((methylamino)methyl)-4-(4-fluorophenyl)-tetrahydro-2H-pyran-4-ol CNCC1COCCC1(O)C1=CC=C(C=C1)F